((4-(4-acryloyl-3-(cyanomethyl)piperazin-1-yl)-7-(naphthalen-1-yl)-5,6,7,8-tetrahydropyrido[3,4-d]pyrimidin-2-yloxy)methyl)-4-((tert-butyldimethylsilyl)oxy)pyrrolidine-1-carboxylate C(C=C)(=O)N1C(CN(CC1)C=1C2=C(N=C(N1)OCOC(=O)N1CCC(C1)O[Si](C)(C)C(C)(C)C)CN(CC2)C2=CC=CC1=CC=CC=C21)CC#N